C(C)(C)(C)OC(=O)N1[C@@H](C2(C(NC(N2)=O)=O)CCC1)COCC1=CC=CC=C1 (6S)-6-((benzyloxy)methyl)-2,4-dioxo-1,3,7-triazaspiro[4.5]decane-7-carboxylic acid tert-butyl ester